NC=1C=C(C=C(C1)C(F)(F)F)[C@@H](C)NC1=NC(=NC2=CC3=C(C=C12)N(CC3)C3CCOCC3)C (R)-N-{1-[3-amino-5-(trifluoromethyl)phenyl]ethyl}-2-methyl-6-(tetrahydro-2H-pyran-4-yl)-7,8-dihydro-6H-pyrrolo[2,3-g]quinazolin-4-amine